2-((1R,5S,6R)-3-(9,9-difluoro-2-((S)-2-methylazetidin-1-yl)-6,7,8,9-tetrahydro-5H-cyclohepta[d]Pyrimidin-4-yl)-3-azabicyclo[3.1.0]Hex-6-yl)acetic acid methyl ester COC(CC1[C@@H]2CN(C[C@H]12)C=1C2=C(N=C(N1)N1[C@H](CC1)C)C(CCCC2)(F)F)=O